C(#N)CCCCCOC1=CC(=NC(=C1)C1=NC=CC=C1)C1=NC=CC=C1 4-(5-Cyanopentyloxy)-2,6-bis(2-pyridyl)pyridine